C1[C@H]([C@@H]([C@H](C1=O)CCCCCCC(=O)O)/C=C/[C@H](CCCCCO)O)O The molecule is a prostaglandin E derivative that is prostaglandin E1 in which one of the methyl hydrogens at position 20 has been replaced by a hydroxy group. It has a role as a mammalian metabolite. It is a primary alcohol, a prostaglandins E, a secondary allylic alcohol and a triol. It derives from a prostaglandin E1. It is a conjugate acid of a 20-hydroxyprostaglandin E1(1-).